CAMPHORSULPHONATE C12(C(=O)CC(CC1)C2(C)C)CS(=O)(=O)[O-]